8-(piperidin-1-yl)octan-1-amine N1(CCCCC1)CCCCCCCCN